methyl 6-(5-fluoro-2,3-dihydro-1,4-benzodioxin-6-yl)-4-oxo-4,5-dihydropyrazolo[1,5-a]-pyrazine-2-carboxylate FC1=C(C=CC=2OCCOC21)C=2NC(C=1N(C2)N=C(C1)C(=O)OC)=O